(7S,13R)-13-(difluoromethyl)-9-(2,6-difluorophenyl)-3,7-dimethyl-16-thia-2,4,5,8-tetraazatetracyclo[8.6.0.02,6.011,15]hexadeca-1(10),3,5,8,11(15)-pentaene FC([C@@H]1CC=2C=3C(=N[C@H](C4=NN=C(N4C3SC2C1)C)C)C1=C(C=CC=C1F)F)F